CN1N=CC(=C1)C1=CC=2N(C=C1)C(=NN2)C(=O)NC=2C(=NC=C(C2)NC(CCC2CCN(CC2)C)=O)C 7-(1-methyl-1H-pyrazol-4-yl)-N-(2-methyl-5-(3-(1-methylpiperidin-4-yl)propanamido)pyridin-3-yl)-[1,2,4]triazolo[4,3-a]pyridine-3-carboxamide